C1(CCCCC1)NC(=O)C1=NN(C=N1)CC=1SC(=CC1)C1=NOC(=N1)C(F)(F)F N-cyclohexyl-1-[[5-[5-(trifluoromethyl)-1,2,4-oxadiazol-3-yl]-2-thienyl]methyl]-1,2,4-triazole-3-carboxamide